(cyclohexylmethylamino)-4-(phenylamino)pyrazolo[1,5-a][1,3,5]triazine C1(CCCCC1)CNC1=NC=2N(C(=N1)NC1=CC=CC=C1)N=CC2